ClC=1C=C2C=CN=C(C2=C(C1)C)N(C(C1=CC=C(C=C1)C=1N=NN(C1)C([2H])([2H])[2H])=O)[C@H]1CNCCC1 (R)-N-(6-chloro-8-methylisoquinolin-1-yl)-4-(1-(methyl-d3)-1H-1,2,3-triazol-4-yl)-N-(piperidin-3-yl)benzamide